C[C@@H]1CN(CCO1)C(C)C=1NC=2C(N(C=C(C2C1)S(=O)(=O)C)C1=NC(=CC(=C1)C1=C(C=C(C#N)C=C1)C=1N(C=CN1)C)C1CC1)=O 4-[2-(2-{1-[(R)-2-methyl-4-morpholinyl]ethyl}-4-mesyl-7-oxo-1,6-dihydro-1,6-diaza-6-indenyl)-6-cyclopropyl-4-pyridyl]-3-(1-methyl-2-imidazolyl)benzonitrile